ClC=1C(=NC(=NC1O)N1C[C@@H](O[C@@H](C1)C)C)O 5-chloro-2-((2s,6r)-2,6-dimethylmorpholino)pyrimidine-4,6-diol